[Si](C1=CC=CC=C1)(C1=CC=CC=C1)(C(C)(C)C)OC[C@](CNC(C)C)(C)F (2R)-2-((3-((tert-butyldiphenylsilyl)oxy)-2-fluoro-2-methylpropyl)amino)propane